N-(3-(1H-imidazol-1-yl)propyl)-5-(pyridin-3-yl)isoxazole-3-carboxamide N1(C=NC=C1)CCCNC(=O)C1=NOC(=C1)C=1C=NC=CC1